(3-n-butoxypropylamino)-butanesulfonic acid C(CCC)OCCCNC(CCC)S(=O)(=O)O